FC(C1=CC=C2C3=C(NC2=C1)C=NC(=C3)NC(=O)C3CC3)(F)F N-(7-(trifluoromethyl)-9H-pyrido[3,4-b]indol-3-yl)cyclopropanecarboxamide